C(C)[C@H]1N(C[C@@H](N(C1)C=1C=2C(N(C(C1)=O)C)=CN(N2)CC#N)C)C(C)C2=CC=C1C(=N2)SC(=C1)C 2-(7-((2S,5R)-5-ethyl-2-methyl-4-(1-(2-methylthieno[2,3-b]pyridin-6-yl)ethyl)piperazin-1-yl)-4-methyl-5-oxo-4,5-dihydro-2H-pyrazolo[4,3-b]pyridin-2-yl)acetonitrile